3-((2-((2,2-difluoropropyl)amino)pyrimidin-4-yl)oxy)pyrrolidin FC(CNC1=NC=CC(=N1)OC1CNCC1)(C)F